CC(/C=C\\CC1C(CCC1=O)CC(=O)[O-])OS(=O)(=O)[O-] The molecule is a 5-oxo monocarboxylic acid anion obtained by deprotonation of the carboxy and sulfate groups of 11-sulfojasmonic acid. Major species at pH 7.3 It is a 5-oxo monocarboxylic acid anion and an organosulfate oxoanion.